[Ni].[Sn].[Zn] zinc-tin-nickel